cyanomethyl-tributyl-phosphorane C(#N)CP(CCCC)(CCCC)CCCC